(thiophenyl)(pyrazolyl)(imidazolyl)(isoxazolyl)oxazole S1C(=CC=C1)C1(OC(=C(N1)C=1NC=CN1)C1=NNC=C1)C1=NOC=C1